C(C1=CC=CC=C1)OC=1C=C2CCC=C(C2=CC1)OS(=O)(=O)C(F)(F)F.FC(C(=O)N[C@@H]1[C@H](CNCC1)C)(OC1=CC(=CC=C1)F)F 2,2-difluoro-2-(3-fluorophenoxy)-N-((3S,4S)-3-methylpiperidin-4-yl)acetamide (6-benzyloxy-3,4-dihydronaphthalen-1-yl)trifluoromethanesulfonate